ClC=1C=NC(=NC1)[C@H]([C@H](C)S(=O)(=O)NC1=NN=C(N1C=1C(=NC=NC1OC)OC)C1(CC(C1)(F)F)C)OC (1R,2S)-1-(5-chloropyrimidin-2-yl)-N-(5-(3,3-difluoro-1-methylcyclobutyl)-4-(4,6-dimethoxypyrimidin-5-yl)-4H-1,2,4-triazol-3-yl)-1-methoxypropane-2-sulfonamide